C(C)C1=C(C=CC=C1)C=1C=C2CCN[C@@H](C2=CC1)CNC1=C(C(=O)O)C=CN=C1 (S)-3-(((6-(2-ethylphenyl)-1,2,3,4-tetrahydroisoquinolin-1-yl)methyl)amino)isonicotinic acid